(4R)-4-fluoro-2-(2-(oxetan-2-yl)ethyl)pyrrolidine-1-carboxylic acid tert-butyl ester C(C)(C)(C)OC(=O)N1C(C[C@H](C1)F)CCC1OCC1